FC=1C=C(C=C(C1)NCCO)NC(=O)NC1=C(C(=CC=C1)F)CO 1-[3-fluoro-5-(2-hydroxyethylamino)phenyl]-3-(3-fluoro-2-hydroxymethylphenyl)urea